(p-tolyl)methyl 2-(((9H-fluoren-9-yl)methoxy)carbonylamino)-6-(5-tert-butoxy-5-oxo-4-(tritylamino)pentanamido)hexanoate C1=CC=CC=2C3=CC=CC=C3C(C12)COC(=O)NC(C(=O)OCC1=CC=C(C=C1)C)CCCCNC(CCC(C(=O)OC(C)(C)C)NC(C1=CC=CC=C1)(C1=CC=CC=C1)C1=CC=CC=C1)=O